CC(CN)=C 2-methyl-2-propen-1-amine